C(CCC)P(OCC(CCCC)CC)([O-])=O.[Nd+3].C(C)C(COP([O-])(=O)CCCC)CCCC.C(C)C(COP([O-])(=O)CCCC)CCCC neodymium (2-ethylhexyl) butylphosphonate